N[C@@H](CC1=CNC=N1)C(=O)O.C(C)N1CN(C=C1)C 1-ethyl-3-methylimidazole histidine salt